COC(=O)C1=CC2=C(N=C(O2)C)C=C1F 5-fluoro-2-methylbenzo[d]oxazole-6-carboxylic acid methyl ester